5-bromo-6-[(cis-4-isopropylcyclohexyl)oxy]-2-methylpyridin-3-yl-N-ethyl-N-methylimidoformamide BrC=1C=C(C(=NC1O[C@@H]1CC[C@@H](CC1)C(C)C)C)C(N(C)CC)=N